C(C)N(C(=O)[C@@H]1CN([C@@H]2CC=3C4=C(C2=C1)C=CC=C4NC3)CCCF)CC (6aR,9S)-N,N-diethyl-7-(3-fluoropropyl)-4,6,6a,7,8,9-hexahydroindolo[4,3-fg]quinoline-9-carboxamide